[Mo](=S)=S molybdenum (IV) disulphide